CC(C=O)CCC=C(C)C 2,6-dimethylhept-5-ene-1-aldehyde